(2R,3S,4R,5S)-5-(4-aminopyrrolo[2,1-f][1,2,4]triazin-7-yl)-2-(chloromethyl)-2-(hydroxymethyl)tetrahydrofuran-3,4-diol NC1=NC=NN2C1=CC=C2[C@H]2[C@@H]([C@@H]([C@](O2)(CO)CCl)O)O